C(CCCCCCCCCCC)(=O)[O-].C(CCCCCCCCCCC)(=O)[O-].C(CCCCCCC)[Sn+2] n-octyl-tin dilaurate